1-phenyl-5-(trifluoromethyl)-N-(2-(trifluoromethyl)pyridin-4-yl)-1H-pyrazole-4-carboxamide C1(=CC=CC=C1)N1N=CC(=C1C(F)(F)F)C(=O)NC1=CC(=NC=C1)C(F)(F)F